D-galactosyl-D-glucose C1([C@H](O)[C@@H](O)[C@@H](O)[C@H](O1)CO)C(=O)[C@H](O)[C@@H](O)[C@H](O)[C@H](O)CO